propargyl-nitryl-pimelimide C(C#C)C1(C(=O)NC(CCCC1)=O)[N+](=O)[O-]